COC1=C(C=CC(=C1)OC)CN[C@@H]1CN(CC1)C(=O)OC(C)(C)C tert-butyl (3S)-3-[(2,4-dimethoxyphenyl)methylamino]pyrrolidine-1-carboxylate